ClCC(=O)N(C1=CC=C(C=C1)S(NC)(=O)=O)C 2-chloro-N-methyl-N-(4-(N-methylsulfamoyl)phenyl)acetamide